NC1=C(C(=O)OC)C=C(C=C1)C(F)(F)F methyl 2-amino-5-(trifluoromethyl)-benzoate